N,N-Dimethyl-1-(5-ethyl-3-methoxy-2-octadecyloxyphenyl)methan-amin-N-oxid C[N+](CC1=C(C(=CC(=C1)CC)OC)OCCCCCCCCCCCCCCCCCC)(C)[O-]